ClCC1=C(N=C2N1CC(C1=CC=CC=C21)C)C(F)(F)F (chloromethyl)-6-methyl-2-(trifluoromethyl)-5,6-dihydroimidazo[2,1-a]isoquinoline